3-((6-((4-(4-amino-3-(4-phenoxyphenyl)-1H-pyrazolo[3,4-d]pyrimidin-1-yl)piperidin-1-yl)methyl)pyrimidin-4-yl)amino)piperidine-2,6-dione NC1=C2C(=NC=N1)N(N=C2C2=CC=C(C=C2)OC2=CC=CC=C2)C2CCN(CC2)CC2=CC(=NC=N2)NC2C(NC(CC2)=O)=O